N-(4-chlorobenzyl)-2-(((5-methoxythiophen-2-yl)methyl)amino)acetamide ClC1=CC=C(CNC(CNCC=2SC(=CC2)OC)=O)C=C1